NC1=NC2=CC(=CC=C2C=C1Cl)CN(C(=O)C=1C=NC(=CC1)C1CC1)C=1C(=NC=C(C1)C)S(=O)(=O)C N-[(2-amino-3-chloroquinolin-7-yl)methyl]-6-cyclopropyl-N-(2-methanesulfonyl-5-methylpyridin-3-yl)pyridine-3-carboxamide